ClC=1C=C(C=CC1)C1=NOC(=C1)C(=O)NC[C@@H]1CN(CC1)C#N (R)-3-(3-Chlorophenyl)-N-((1-cyanopyrrolidin-3-yl)methyl)isoxazol-5-carboxamid